2-(3-((4-methoxypyridin-3-yl)amino)prop-1-yn-1-yl)-N-(1-methylpiperidin-4-yl)-1-(2,2,2-trifluoroethyl)-1H-indol-4-amine COC1=C(C=NC=C1)NCC#CC=1N(C=2C=CC=C(C2C1)NC1CCN(CC1)C)CC(F)(F)F